(R)-2-((3,5-dicyano-4-ethyl-6-((S)-3-hydroxypyrrolidin-1-yl)pyridin-2-yl)sulfanyl)-2-(4-methoxyphenyl)acetamide C(#N)C=1C(=NC(=C(C1CC)C#N)N1C[C@H](CC1)O)S[C@@H](C(=O)N)C1=CC=C(C=C1)OC